ClC1=CC(=NC(=C1C(=O)N[C@H](CCOC1CC(C1)CCC1=NC=2NCCCC2C=C1)C(=O)O)C)C N-(4-chloro-2,6-dimethylnicotinoyl)-O-((1R,3R)-3-(2-(5,6,7,8-tetrahydro-1,8-naphthyridin-2-yl)ethyl)cyclobutyl)-D-homoserine